N-[3-methoxy-1-(2,2,2-trifluoroethyl)-1H-pyrazol-4-yl]-2-(1-methyl-1H-pyrazol-4-yl)-1,3-thiazole-4-carboxamide COC1=NN(C=C1NC(=O)C=1N=C(SC1)C=1C=NN(C1)C)CC(F)(F)F